FC(C1=CC=C(OC2=CC=C(C=C2)NC(=O)C2CN(CCC2)C(=O)OC(C)(C)C)C=C1)(F)F tert-Butyl 3-((4-(4-(trifluoromethyl)phenoxy)phenyl) carbamoyl)piperidine-1-carboxylate